NC1=NC=NN2C1=C(N=C2C2CCC(CC2)C(=O)OC)C2=CC=C(C=C2)CNC(C2=C(C=CC(=C2)F)OC([2H])([2H])[2H])=O methyl (1r,4r)-4-(4-amino-5-(4-((5-fluoro-2-(methoxy-d3)benzamido)methyl)phenyl)imidazo[5,1-f][1,2,4]triazin-7-yl)cyclohexane-1-carboxylate